FC(C1=CC=C(C=N1)NC(OCC1OC2=C(C3=C(N=C(S3)C3=C4N=CC(=NC4=CC(=C3)C)OC)C(=C2)C)OC1)=O)(F)F (2-(2-methoxy-7-methylquinoxalin-5-yl)-4-methyl-7,8-dihydro-[1,4]dioxino[2',3':3,4]benzo[1,2-d]thiazol-7-yl)methyl (6-(trifluoromethyl)pyridin-3-yl)carbamate